[Si](C)(C)(C(C)(C)C)OCCNC(COC1=C2C(C=C(N(C2=C(C=N1)Cl)C1=C(C=C(C=C1Cl)OCCO)Cl)C)=O)=O N-(2-((tert-Butyldimethylsilyl)oxy)ethyl)-2-((8-chloro-1-(2,6-dichloro-4-(2-hydroxyethoxy)phenyl)-2-methyl-4-oxo-1,4-dihydro-1,6-naphthyridin-5-yl)oxy)acetamide